4-{4-amino-7-methyl-6-[4-(prop-2-enamido)phenyl]-7H-pyrrolo[2,3-d]pyrimidin-5-yl}-1,2,3,6-tetrahydropyridine-1-carboxylic acid tert-butyl ester C(C)(C)(C)OC(=O)N1CCC(=CC1)C1=C(N(C=2N=CN=C(C21)N)C)C2=CC=C(C=C2)NC(C=C)=O